ClC=1C=NC=CC1 3-chloro-pyridine